FC(C1=C(C(=O)NN)C=CC=C1)(F)F 2-(trifluoromethyl)benzohydrazide